CN(C(OC1=C(C=CC=C1)C)=O)C1=CC=CC=C1 methylphenyl N-methylphenylcarbamate